3-(N-(benzo[d][1,3]dioxol-5-yl)sulfamoyl)-N-(3,5-dimethoxyphenyl)benzamide O1COC2=C1C=CC(=C2)NS(=O)(=O)C=2C=C(C(=O)NC1=CC(=CC(=C1)OC)OC)C=CC2